CCCCOC(=O)CCC(=O)C n-Butyl Levulinate